FC1=CN=C2N1N=C(C=C2[C@@H]2[C@H](C2)C=2C=C1C(=NC2)C(=NN1CC(F)(F)F)F)C=1C(NC(NC1)=O)=O 5-[3-fluoro-8-[(1S,2S)-2-[3-fluoro-1-(2,2,2-trifluoroethyl)pyrazolo[4,3-b]pyridin-6-yl]cyclopropyl]imidazo[1,2-b]pyridazin-6-yl]-1H-pyrimidine-2,4-dione